NC([C@H](C[C@H]1C(NCCC1)=O)NC([C@H](CC1CC1)NC(=O)C=1NC2=C(C=C(C=C2C1)F)Br)=O)=O N-((S)-1-(((S)-1-amino-1-oxo-3-((S)-2-oxopiperidin-3-yl)propan-2-yl)amino)-3-cyclopropyl-1-oxopropan-2-yl)-7-bromo-5-fluoro-1H-indole-2-carboxamide